ClC1=C(C=C(C=C1)C1=NC=C(C(=N1)N1CC(CC1)CNC(OC(C)(C)C)=O)CNC(=O)C1(CC1)C#N)C(F)(F)F tert-butyl N-[[1-[2-[4-chloro-3-(trifluoromethyl)phenyl]-5-[[(1-cyanocyclopropanecarbonyl)amino]methyl]pyrimidin-4-yl]pyrrolidin-3-yl]methyl]carbamate